FC=1C=C(C=CC1)NC1=NC(=CC(=C1)NC(OC(C)(C)C)=O)C(NC=1C=C(C=CC1)C)=O Tert-butyl (2-((3-fluorophenyl)amino)-6-(m-tolylcarbamoyl)pyridin-4-yl)carbamate